2-(4-(((S)-5,5-dimethyltetrahydrofuran-3-yl)amino)pyrido[3,4-d]pyridazin-1-yl)-3,5-dimethylphenol CC1(C[C@@H](CO1)NC=1N=NC(=C2C1C=NC=C2)C2=C(C=C(C=C2C)C)O)C